tert-Butyl 4-(6-bromo-1-methyl-1H-indol-3-yl)piperazine-1-carboxylate BrC1=CC=C2C(=CN(C2=C1)C)N1CCN(CC1)C(=O)OC(C)(C)C